5-{(3R)-1-[(S)-((S)-2,2-difluorocyclopropyl)(1H-1,2,4-triazol-5-yl)methyl]-5',6'-dihydrospiro[pyrrolidine-3,4'-pyrrolo[1,2-b]pyrazol]-2'-yl}-3-(trifluoromethyl)pyridin-2-amine FC1([C@@H](C1)[C@H](N1C[C@]2(CCN3N=C(C=C32)C=3C=C(C(=NC3)N)C(F)(F)F)CC1)C1=NC=NN1)F